1-((5-fluoro-6-(piperazin-1-yl)pyridin-3-yl)methyl)-3-(4-(2-(4-methoxyphenyl)propan-2-yl)thiazol-2-yl)urea FC=1C=C(C=NC1N1CCNCC1)CNC(=O)NC=1SC=C(N1)C(C)(C)C1=CC=C(C=C1)OC